5-{5-chloro-2-[(3S)-3-[(morpholin-4-yl)methyl]-3,4-dihydroisoquinoline-2(1H)-carbonyl]phenyl}-1,2-dimethyl-1H-pyrrole-3-carboxylic acid HCl Cl.ClC=1C=CC(=C(C1)C1=CC(=C(N1C)C)C(=O)O)C(=O)N1CC2=CC=CC=C2C[C@H]1CN1CCOCC1